FC1=CC=C(C=C1)CC1=NN(C2=CC(=CC=C12)S(=O)(=O)NC1(CC1)C)C=1SC(=NN1)C 3-[(4-fluorophenyl)methyl]-N-(1-methylcyclopropyl)-1-(5-methyl-1,3,4-thiadiazol-2-yl)indazole-6-sulfonamide